C(C)(C)(C)OC(=O)N[C@@H](CCCCC(=O)OCC)C(=O)NC1=CC(=CC=C1)OCC (S)-ethyl 6-((tert-butoxycarbonyl)amino)-7-((3-ethoxyphenyl)amino)-7-oxoheptanoate